trans-4-(trans-4-n-pentylcyclohexyl)cyclohexanol C(CCCC)[C@@H]1CC[C@H](CC1)[C@@H]1CC[C@H](CC1)O